CS=P(OCC)[O-] ethyl S-methylthiophosphonate